3-(4-Chloro-7-azaindol-2-yl)benzaldehyde ClC1=C2C=C(NC2=NC=C1)C=1C=C(C=O)C=CC1